C(C)C1=CC=CC2=C(C3=CC=CC=C3C(=C12)OC(=O)C1C(C2C(=CC1C2)C)C(=O)O)OC(=O)C2C(C1C(=CC2C1)C)C(=O)O 4-ethyl-9,10-bis[2-carboxy(3,6-methano-4-methyl-4-cyclohexenyl)]carbonyloxyanthracene